piperidine-3,4,5-triyltriacetate N1CC(C(C(C1)CC(=O)[O-])CC(=O)[O-])CC(=O)[O-]